O=C1C(=CN=C(N1CC(=O)NCC1=CC=2C=NC=CC2N1C(=O)OC(C)(C)C)C1=CC=CC=C1)NC(CCC1=CC=CC=C1)=O Tert-butyl 2-((2-(6-oxo-2-phenyl-5-(3-phenylpropanamido)pyrimidin-1(6H)-yl)acetamido)methyl)-1H-pyrrolo[3,2-c]pyridine-1-carboxylate